CN1C(=NC2=C(C=C(C=C2C1=O)C)C(C)NC1=C(C(=O)O)C=CC=C1)N1CC(CC1)NC(=O)OC(C)(C)C 2-[1-[3,6-dimethyl-2-[3-[(2-methylpropan-2-yl)oxycarbonylamino]pyrrolidin-1-yl]-4-oxoquinazolin-8-yl]ethylamino]benzoic acid